2-(1-pyrimidin-5-yl-azetidin-3-yl)-ethanone N1=CN=CC(=C1)N1CC(C1)CC=O